ClC1=C(C(=C(N=N1)C=C=O)C)C (6-chloro-4,5-dimethylpyridazin-3-yl)ketene